4-(Diphenylphosphino)benzoic acid C1(=CC=CC=C1)P(C1=CC=C(C(=O)O)C=C1)C1=CC=CC=C1